N-(2-(3-chloro-1-methyl-1H-pyrazol-4-yl)pyrimidin-4-yl)-5-isopropyl-8-((1r,3r)-3-((methylsulfonyl)methyl)cyclobutyl)isoquinolin-3-amine ClC1=NN(C=C1C1=NC=CC(=N1)NC=1N=CC2=C(C=CC(=C2C1)C(C)C)C1CC(C1)CS(=O)(=O)C)C